ClC=1C=C2C(=CN=C(C2=CN1)O[C@@H]1C[C@@H](C1)S(=O)(=O)C)C(C)(C)O 2-(6-Chloro-1-(cis-3-(methylsulfonyl)cyclobutoxy)-2,7-naphthyridin-4-yl)propan-2-ol